N-ethyl-3-methyl-5-(4,4,5,5-tetramethyl-1,3,2-dioxaborolan-2-yl)benzenesulfonamide C(C)NS(=O)(=O)C1=CC(=CC(=C1)B1OC(C(O1)(C)C)(C)C)C